C(#N)COC1=CC=C(C=C1)C1=CC(=CC=C1)S(=O)(=O)N1CCC2(CC(CO2)NC[C@@H](COC=2C=C(C=CC2)S(=O)(=O)N(C)C)O)CC1 3-((2S)-3-(8-(4'-(cyanomethoxy)biphenyl-3-ylsulfonyl)-1-oxa-8-azaspiro[4.5]decan-3-ylamino)-2-hydroxypropoxy)-N,N-dimethylbenzenesulfonamide